C(C)(C)(C)C1=NC2=CC=C(C=C2CC1)N1C(NC(CC1)=O)=O tert-butyl-6-(2,4-dioxotetrahydropyrimidin-1(2H)-yl)-3,4-dihydroquinolin